5-Cyclopropyl-6-(4-fluorobenzyl)-N-(3-((2-(2-(2-((4-nitrospiro[benzo[d]imidazole-2,1'-cyclohexan]-7-yl)amino)ethoxy)ethoxy)ethyl)carbamoyl)pentan-3-yl)picolinamide C1(CC1)C=1C=CC(=NC1CC1=CC=C(C=C1)F)C(=O)NC(CC)(CC)C(NCCOCCOCCNC1=CC=C(C=2C1=NC1(CCCCC1)N2)[N+](=O)[O-])=O